CC1OC(CN(C1)C1=CC=C(C=C1)NC=1C=C2CNCC2=CC1)C N-(4-(2,6-dimethylmorpholino)phenyl)isoindolin-5-amine